7-(4-chlorobenzyl)-3-ethyl-1-(3-hydroxypropyl)-8-(2-(trifluoromethyl)phenoxy)-1H-purine-2,6(3H,7H)-dione ClC1=CC=C(CN2C(=NC=3N(C(N(C(C23)=O)CCCO)=O)CC)OC2=C(C=CC=C2)C(F)(F)F)C=C1